(2S,3R,4R,5S)-4-[[3-(3-Methoxy-2-methyl-4-pyridyl)-4,5-dimethyl-5-(trifluoromethyl)tetrahydrofuran-2-carbonyl]amino]pyridin-2-carboxamid COC=1C(=NC=CC1[C@@H]1[C@H](O[C@@]([C@@H]1C)(C(F)(F)F)C)C(=O)NC1=CC(=NC=C1)C(=O)N)C